N(=[N+]=[N-])CCCCCCNC(=O)C1C[C@H](C([C@@H](C1)OCC(=O)OC(C)(C)C)OCC(=O)OC(C)(C)C)OCC(=O)OC(C)(C)C tri-tert-butyl 2,2',2''-(((1R,3R)-5-((6-azidohexyl)carbamoyl)cyclohexane-1,2,3-triyl)tris(oxy))triacetate